2-MethoxyEthoxythymidine COCCO[C@@]1(C[C@H](O)[C@@H](CO)O1)N1C(=O)NC(=O)C(C)=C1